C(C)C(CN=C(N)N=C(N)N)CCCC 2-[N'-(2-ethylhexyl)carbamimidoyl]guanidine